2-((6-(2-aminobenzo[d]oxazol-5-yl)quinoxalin-2-yl)amino)acetamide NC=1OC2=C(N1)C=C(C=C2)C=2C=C1N=CC(=NC1=CC2)NCC(=O)N